NC1=NNC(C2=C1N(N=C2C(C)C2CC2)C2=CC=C(CNC(C1=C(C=CC(=C1)F)OC)=O)C=C2)=O N-(4-(7-amino-3-(1-cyclopropylethyl)-4-oxo-4,5-dihydro-1H-pyrazolo[3,4-d]pyridazin-1-yl)benzyl)-5-fluoro-2-methoxybenzamide